NC1=C2N=CN(C2=NC(=N1)F)[C@H]1C[C@@H]([C@@](O1)(C#C)COP(=O)(OC1=CC=CC=C1)N[C@@H](CC1=CC=CC=C1)C(=O)OCCCCCCCCCCCCCCCCCC)O Octadecyl ((((2R,3S,5R)-5-(6-amino-2-fluoro-9H-purin-9-yl)-2-ethynyl-3-hydroxytetrahydrofuran-2-yl)methoxy)(phenoxy)phosphoryl)phenylalaninate